2-amino-1-(5-((tert-butoxycarbonyl)amino)pentyl)-5-((4-methylpiperazin-1-yl)methyl)-1H-benzo[d]imidazole-7-carboxylic acid NC1=NC2=C(N1CCCCCNC(=O)OC(C)(C)C)C(=CC(=C2)CN2CCN(CC2)C)C(=O)O